fumaric acid diethyl ester C(C)OC(\C=C\C(=O)OCC)=O